C1(CC1)CN1C(=CC2=CC=CC=C12)C1=NC2=C(N1C)C=CC(=C2)C(=O)NC2CN(CCCC2)C(=O)OC(C)(C)C tert-Butyl 3-(2-(1-(cyclopropylmethyl)-1H-indol-2-yl)-1-methyl-1H-benzo[d]imidazole-5-carboxamido)azepane-1-carboxylate